ClC=1C=C(C=C(C1)C=1C=NC(=C(C1)F)N)N1CCN(CC1)C(=O)OC(C)(C)C tert-butyl 4-[3-chloro-5-(5-fluoro-6-aminopyridin-3-yl) phenyl]Piperazine-1-carboxylate